FC(CCCOC1=CC=C(C(=O)OC2=CC=C(C=C2)\C=C\C(=O)OCCOC(C(=C)C)=O)C=C1)(F)F (E)-4-(3-(2-(methacryloyloxy)ethoxy)-3-oxoprop-1-en-1-yl)phenyl 4-(4,4,4-trifluorobutoxy)benzoate